S(SC1(CCCC1)C=O)C1(CCCC1)C=O 1,1'-disulfanediyldicyclopentanecarboxaldehyde